tert-butyl (4-(7-(2,2'-dimethyl-3'-(4,4,5,5-tetramethyl-1,3,2-dioxaborolan-2-yl)-[1,1'-biphenyl]-3-yl)-[1,2,4]triazolo[4,3-a]pyridin-3-yl)benzyl)-D-prolinate CC1=C(C=CC=C1C1=CC=2N(C=C1)C(=NN2)C2=CC=C(CN1[C@H](CCC1)C(=O)OC(C)(C)C)C=C2)C2=C(C(=CC=C2)B2OC(C(O2)(C)C)(C)C)C